C(C1=CC=CC=C1)OC(COCCOCCNC(OC(C)(C)C)=O)=O 2,2-dimethyl-4-oxo-3,8,11-trioxa-5-azatridecane-13-oic acid benzyl ester